N1(C=NC=C1)CCCNC(C(CCSCCC(=O)OCCCCCC)NC(C(CCCCCCCC)CCCCCC)=O)=O hexyl 3-((4-((3-(1H-imidazol-1-yl)propyl)amino)-3-(2-hexyldecanamido)-4-oxobutyl)thio)propanoate